N[C@@H]1CC[C@H](CC1)N1C(NC2=C1C=CC=C2)=O Trans-1-(4-aminocyclohexyl)-1H-benzo(d)imidazole-2(3H)-one